C(C)[C@H]1C[C@@H]2[C@@H]([C@@H](OC=3C=CC(=CC23)O)C2=CC=C(C=C2)O)C1 (2S,3aS,4R,9bR)-2-Ethyl-4-(4-hydroxy-phenyl)-1,2,3,3a,4,9b-hexahydro-cyclopenta[c]chromen-8-ol